C1(=CC=CC2=CC=CC=C12)C1=CC=C(C=C1)C1=NC=NC=N1 6-(4-(naphthalen-1-yl)phenyl)-1,3,5-triazine